O1C(OCC2=C1C=CC=C2)C2OCCO2 [1,3-benzodioxanyl]Dioxolane